C(C)C=1NC(=C(N1)C1=CC(=C(C=C1)F)C)C=1C=C2C=NNC2=CC1 5-(2-Ethyl-4-(4-fluoro-3-methylphenyl)-1H-imidazol-5-yl)-1H-indazole